tert-Butyl 2-(4-(2-(((1H-pyrrolo[3,2-c]pyridin-2-yl)methyl)amino)-2-oxoethyl)-3-oxo-5-phenyl-3,4-dihydropyrazin-2-yl)-2,8-diazaspiro[4.5]decane-8-carboxylate N1C(=CC=2C=NC=CC21)CNC(CN2C(C(=NC=C2C2=CC=CC=C2)N2CC1(CC2)CCN(CC1)C(=O)OC(C)(C)C)=O)=O